COCC(=O)O[Si](OC(C)=O)(OC(C)=O)C1=CC=CC2=CC=CC=C12 methoxynaphthyltriacetoxysilane